Cl.N1=C(C)C(O)=C(C=O)C(CO)=C1 pyridoxal hydrochloride